N1C(=CC2=CC=CC=C12)C=1C=C(NC1)C(=O)C1=CC(=C(C(=C1)OC)OC)OC [4-(1H-indol-2-yl)-1H-pyrrol-2-yl](3,4,5-trimethoxyphenyl)methanone